C(C)[Si](OC)(OC)OC 1-ethyltrimethoxysilane